(3R,4S)-4-(methylamino)tetrahydro-2H-pyran-3-ol hydrochloride Cl.CN[C@@H]1[C@H](COCC1)O